ClC1=C(C=CC=C1)CC(=O)NC1=CC(=C(C=C1)C=1C=NN(C1)CCOC(C)C)S(N)(=O)=O 2-(2-chlorophenyl)-N-(4-{1-[2-(propane-2-yloxy)ethyl]-1H-pyrazol-4-yl}-3-sulfamoylphenyl)acetamide